tert-butyl 1-(aminomethyl)-6-azaspiro[3.4]octane-6-carboxylate NCC1CCC12CN(CC2)C(=O)OC(C)(C)C